ClC=1C=C(C=CC1)N1N=CC(=C1)B1OC(C(O1)(C)C)(C)C 1-(3-chlorophenyl)-4-(4,4,5,5-tetramethyl-1,3,2-dioxaborolan-2-yl)-1H-pyrazole